COC=1C=C2C(=C(NC2=CC1)C)C1CCNCC1 5-Methoxy-2-methyl-3-(piperidin-4-yl)-1H-indole